N-(1-(benzo[c]isothiazol-3-yl)piperidin-4-yl)-1-methyl-1H-imidazole-4-carboxamide N=1SC(=C2C1C=CC=C2)N2CCC(CC2)NC(=O)C=2N=CN(C2)C